C(C)OC(C=C=CC(C1=CC=C(C=C1)F)OC(C)=O)=O 5-acetoxy-5-(4-fluorophenyl)penta-2,3-dienoic acid ethyl ester